3-(2-oxo-3H-1,3-benzoxazol-6-yl)piperidine-1-carboxylic acid tert-butyl ester C(C)(C)(C)OC(=O)N1CC(CCC1)C1=CC2=C(NC(O2)=O)C=C1